N-(2-(2-methoxypyrimidin-4-yl)-1H-pyrrolo[3,2-c]pyridin-6-yl)-4-morpholinobenzamide COC1=NC=CC(=N1)C1=CC=2C=NC(=CC2N1)NC(C1=CC=C(C=C1)N1CCOCC1)=O